(S)-8-fluoro-2,3,3a,4,7,7a-hexahydro-1H-4,7-methanoisoindole-1-carboxylate FC1C2C3CN[C@@H](C3C1C=C2)C(=O)[O-]